C1(=CC=CC=C1)C1C(C1)NC(=O)N1CCC(CC1)=CC1=CC(=CC=C1)N1CCCC1 4-(3-pyrrolidin-1-yl-benzylidene)-piperidine-1-carboxylic acid (2-phenyl-cyclopropyl)-amide